3-isopropyl-6-(piperidin-4-yloxy)-N-(2-(trifluoromethoxy)benzyl)imidazo[1,2-b]pyridazin-8-amine hydrochloride Cl.C(C)(C)C1=CN=C2N1N=C(C=C2NCC2=C(C=CC=C2)OC(F)(F)F)OC2CCNCC2